C(C)(C)(C)C=1C=C(C=C(C1)C(C)(C)C)C=1C2=CC=C(N2)C=C2C=CC(C(=C3C=CC(=CC=4C=CC1N4)N3)C3=CC(=CC(=C3)C(C)(C)C)C(C)(C)C)=N2 5,15-bis-(3,5-di-tert-butylphenyl)porphyrin